COC1=CC=C(C=C1)C(OC(C1CC(CN1C(CCCCCNC(=O)OCC(COCCCCCCCCCCCCCCCCCC)OCCCCCCCCCCCCCCCCCC)=O)OC(CCC(=O)O)=O)C1=CC=CC=C1)C1=CC=C(C=C1)OC Succinic acid mono-{5-[bis-(4-methoxy-phenyl)-phenyl-methoxymethyl]-1-[6-(2,3-bis-octadecyloxy-propoxycarbonylamino)-hexanoyl]-pyrrolidin-3-yl} ester